COC=1C=C(C=C(C1OC)OC)\C=C\C1=CC=C(C=C1)C(C)(F)F (E)-3,4,5-trimethoxy-4'-(1,1-difluoroethyl)stilbene